1-methoxy-3-(non-6-en-1-yloxy)benzene COC1=CC(=CC=C1)OCCCCCC=CCC